FC1=C(CNC(C(N2CCC=3C=CC(=NC3C2)NC=2SC=CN2)=O)=O)C=CC(=C1)F N-(2,4-difluorobenzyl)-2-oxo-2-(2-(thiazol-2-ylamino)-5,6-dihydro-1,7-naphthyridin-7(8H)-yl)acetamide